6-benzoyl-4-(3-methylmorpholin-4-yl)-6,7-dihydro-5H-pyrrolo[3,4-d]pyrimidine C(C1=CC=CC=C1)(=O)N1CC=2N=CN=C(C2C1)N1C(COCC1)C